CC(C)([Si](OC(CN(CC(O[Si](C(C)(C)C)(C)C)CCCCCCCC)CCCCO)CCCCCCCC)(C)C)C 4-(2,2,3,3,11,11,12,12-octamethyl-5,9-dioctyl-4,10-dioxa-7-aza-3,11-disilatridecan-7-yl)butan-1-ol